Ethyl 3-(benzylamino)propionate C(C1=CC=CC=C1)NCCC(=O)OCC